OC1C[S+](CC1)[O-] 3-hydroxytetrahydrothiophenium-1-olate